C(OC1=C(C(=NN1C1=CC=C(C=C1)OC)C)C(NC1=CC(=CC=C1)C(C)(F)F)=O)(OCC(Cl)(Cl)Cl)=O 4-((3-(1,1-difluoroethyl)phenyl)carbamoyl)-1-(4-methoxyphenyl)-3-methyl-1H-pyrazol-5-yl (2,2,2-trichloroethyl) carbonate